Tert-butyl 3-(1-cyclopropylpyrazol-4-yl)-7,8-dihydro-5H-1,6-naphthyridine-6-carboxylate C1(CC1)N1N=CC(=C1)C=1C=NC=2CCN(CC2C1)C(=O)OC(C)(C)C